C(C1=CC=CC=C1)OC=1C=C(C=C(C1)C(F)(F)F)[C@@H](C)NC1=NN=C(C2=CC=C(C=C12)Br)C (R)-N-(1-(3-(benzyloxy)-5-(trifluoromethyl)phenyl)ethyl)-7-bromo-4-methylphthalazin-1-amine